4-(5-methoxyimidazo[1,2-a]pyridin-3-yl)-6-(methylthio)benzonitrile COC1=CC=CC=2N1C(=CN2)C2=CC=C(C#N)C(=C2)SC